ClC=1OC2=C(N1)C=C(C=C2)OC([2H])([2H])[2H] 2-Chloro-5-[(2H3)methyloxy]-1,3-benzoxazole